4-glucosyloxy-2',4'-dihydroxy-3'-isopentenyl-chalcone methyl-3-cyano-2-(3-iodophenyl)-2-methylpropanoate COC(C(CC#N)(C)C1=CC(=CC=C1)I)=O.C1([C@H](O)[C@@H](O)[C@H](O)[C@H](O1)CO)OC1=CC=C(C=C1)\C=C\C(=O)C1=C(C(=C(C=C1)O)CCC(=C)C)O